4-Ethoxy-2-methylene-4-oxobutyric acid C(C)OC(CC(C(=O)O)=C)=O